ICCN(C)C 2-iodo-N,N-dimethylethylamine